N-cyclopropyl-6-methyl-5-(piperazin-1-yl)pyridinecarboxamide hydrochloride Cl.C1(CC1)NC(=O)C1=NC(=C(C=C1)N1CCNCC1)C